(R)-3,5-dimethyl-2-(3-(piperidin-3-ylamino)-1,2,4-triazin-6-yl)phenol CC=1C(=C(C=C(C1)C)O)C1=CN=C(N=N1)N[C@H]1CNCCC1